ClC1=C2C(NC(C2=C(C=C1)[N+](=O)[O-])=O)(C)C 4-Chloro-3,3-dimethyl-7-nitroisoindolin-1-one